hydroxy (hydroxycarboxylate) titanium [Ti].OC(=O)OO